N1[C@H](CCC1)CC(=O)OC[C@@H]1C[C@H]2N(CCC3=CC(=C(C=C23)OC)OC)C[C@H]1CC(C)C [(2R,3S,11bR)-9,10-dimethoxy-3-(2-methylpropyl)-1H,2H,3H,4H,6H,7H,11bH-pyrido[2,1-a]isoquinolin-2-yl]methyl 2-[(2R)-pyrrolidin-2-yl]acetate